S(=O)(=O)([O-])[O-].[Mg+2].O Water magnesium sulfate